Cl.Cl.Cl.Cl dihydrochloride (dihydrochloride) salt